(3R)-3-carbamimidamidohexanoic acid N(C(=N)N)[C@@H](CC(=O)O)CCC